3,4-dimethyl-2,3,4,5-tetrahydro-1H-benzofuro[2,3-d]azepin-9-ol CN1C(CC2=C(CC1)C1=C(O2)C=CC(=C1)O)C